[Si](C)(C)(C(C)(C)C)OCCOC1=C(C=CC(=C1)C(=O)OC)[C@H]1N(CC[C@@H](C1)OCC#C)C(=O)OC(C)(C)C tert-butyl (2S,4S)-2-(2-{2-[(tert-butyldimethylsilyl)oxy]ethoxy}-4-(methoxycarbonyl)phenyl)-4-(prop-2-yn-1-yloxy)piperidine-1-carboxylate